(2S,3S,4S,5R,6S)-2-(methoxycarbonyl)-6-(4-((((4-nitrophenoxy)carbonyl)oxy)methyl)phenoxy)tetrahydro-2H-pyran COC(=O)[C@H]1O[C@H](CCC1)OC1=CC=C(C=C1)COC(=O)OC1=CC=C(C=C1)[N+](=O)[O-]